(4-(4-fluorophenyl)thiazol-2-yl)-2-methylpropanoic acid FC1=CC=C(C=C1)C=1N=C(SC1)C(C(=O)O)(C)C